(Z)-oct-5-en-1-yl 8-bromooctanoate BrCCCCCCCC(=O)OCCCC\C=C/CC